(4-amino-5-benzoyl-1,3-thiazol-2-yl)-N2-(3-methylphenyl)alaninamide NC=1N=C(SC1C(C1=CC=CC=C1)=O)N([C@@H](C)C(=O)N)C1=CC(=CC=C1)C